C(C)(C)(C)OCCCCCCOC(C)(C)C 1,6-hexylene glycol di-t-butyl ether